N-acetyl-N-[5-(2,2-difluorocyclopentyl)-3-fluoropyridin-2-yl]acetamide C(C)(=O)N(C(C)=O)C1=NC=C(C=C1F)C1C(CCC1)(F)F